9-(2,6-dimethyl-4-prop-1-ynyl-phenyl)-8-methoxy-3-azaspiro[5.5]undec-8-en-10-one CC1=C(C(=CC(=C1)C#CC)C)C1=C(CC2(CCNCC2)CC1=O)OC